2,5-bis(octyloxy)terephthalaldehyde C(CCCCCCC)OC1=C(C=O)C=C(C(=C1)C=O)OCCCCCCCC